C(C)(C)[SiH](O[SiH](C(C)C)C(C)C)C(C)C 1,1,3,3-tetraisopropyl-disiloxane